1-bicyclo[1.1.1]-pentylamine C12(CC(C1)C2)N